CC1=NC(=CC=C1)C#C[Si](C)(C)C 2-methyl-6-((trimethylsilyl)ethynyl)pyridine